C1N(CC12CCC2)CCO 2-(2-azaspiro[3.3]hept-2-yl)ethan-1-ol